3-(4-chlorobenzoyl)-6-methyl-pyridine-2-carboxylic acid ClC1=CC=C(C(=O)C=2C(=NC(=CC2)C)C(=O)O)C=C1